ClC1=CC2=C(N(C(C(N2C)=O)=O)C2CCN(CC2)C2=NC=C(C=N2)CN2CC(C2)(F)F)N=C1 7-Chloro-4-(1-(5-((3,3-difluoroazetidin-1-yl)methyl)pyrimidin-2-yl)piperidin-4-yl)-1-methyl-1,4-dihydropyrido[2,3-b]pyrazine-2,3-dione